BrC1=C2C=NN(C2=CC2=C1C(CC2)C#C)C2OCCCC2 4-bromo-5-ethynyl-1-(tetrahydro-2H-pyran-2-yl)-1,5,6,7-tetrahydrocyclopenta[f]indazole